dimethylcyclopentadienyl-(4,7-dimethylindenyl)zirconium dichloride [Cl-].[Cl-].C[Zr](C1C=CC2=C(C=CC(=C12)C)C)(C1C=CC=C1)C